5-(1,1-difluoro-2-phenylethyl)-2-methylbenzofuran-3-carboxylic acid FC(CC1=CC=CC=C1)(F)C=1C=CC2=C(C(=C(O2)C)C(=O)O)C1